3-((4-(4-(4-aminocyclohexyl)piperazin-1-yl)-3-fluorophenyl)amino)piperidine-2,6-dione NC1CCC(CC1)N1CCN(CC1)C1=C(C=C(C=C1)NC1C(NC(CC1)=O)=O)F